C(C)(C)(C)OC(=O)NCCCOC1=CC(=NC(=C1)C(=O)[O-])C(=O)[O-] 4-(3-((tert-butoxycarbonyl)amino)propoxy)pyridine-2,6-dicarboxylate